2-bromo-1-(p-fluorophenyl)ethan-1-one BrCC(=O)C1=CC=C(C=C1)F